ClC1=C(CC=2N(C(N(N2)C)=O)CC2CC(CC2)(F)F)C(=CC=C1)F 5-(2-chloro-6-fluorobenzyl)-4-((3,3-difluorocyclopentyl)methyl)-2-methyl-2,4-dihydro-3H-1,2,4-triazol-3-one